6-(5-amino-3-methoxypyridin-2-yl)-5-(3-fluoro-4-((6-methylpyridin-2-yl)oxy)phenyl)-N-(4-methoxybenzyl)-5H-pyrrolo[3,2-d]pyrimidin-4-amine NC=1C=C(C(=NC1)C1=CC=2N=CN=C(C2N1C1=CC(=C(C=C1)OC1=NC(=CC=C1)C)F)NCC1=CC=C(C=C1)OC)OC